BrC=1C(=C2C=CN(C2=CC1)C1CCN(CC1)C(=O)OCCCC)C Butyl 4-(5-bromo-4-methyl-1H-indol-1-yl)piperidine-1-carboxylate